2,2,2-trichloroethyl [4-(2,4,6-trifluorophenyl)-1,2-benzoxazol-3-yl]carbamate FC1=C(C(=CC(=C1)F)F)C1=CC=CC2=C1C(=NO2)NC(OCC(Cl)(Cl)Cl)=O